N1-(5-hydroxy-2-(4-methylpiperidin-1-yl)phenyl)-N4,N4-dimethylbenzene-1,4-disulfonamide OC=1C=CC(=C(C1)NS(=O)(=O)C1=CC=C(C=C1)S(=O)(=O)N(C)C)N1CCC(CC1)C